4-amino-N'-(cyclobutylmethyl)-7-fluoro-N',1-dimethyl-N-((5-(trifluoromethyl)pyridin-2-yl)methyl)-1H-pyrazolo[4,3-c]quinoline-8-carbohydrazide NC1=NC=2C=C(C(=CC2C2=C1C=NN2C)C(=O)N(N(C)CC2CCC2)CC2=NC=C(C=C2)C(F)(F)F)F